1-(aminomethyl)cyclopropanecarbonitrile hydrochloride Cl.NCC1(CC1)C#N